C1(=CC=C(C=C1)N(C=1C=CC=2N(C3=CC=CC=C3C2C1)C1=CC=CC=C1)C1=CC=2C(C3=CC=CC=C3C2C=C1)(C)C)C1=CC=CC=C1 N-(biphenyl-4-yl)-N-(9,9-dimethyl-9H-fluoren-2-yl)-9-phenyl-9H-carbazol-3-amine